C(C)OC(=O)C=1C=NC2=CC(=C(C(=C2C1O)F)Br)OC 6-bromo-5-fluoro-4-hydroxy-7-methoxyquinoline-3-Carboxylic acid ethyl ester